CC=1C=NC=C(C(=O)N2CC3CCC(C2)N3C(C=3C=C(C=CC3)NC(C)=O)C3=CC=CC=C3)C1 N-(3-((3-(5-methylnicotinoyl)-3,8-diazabicyclo[3.2.1]octan-8-yl)(phenyl)methyl)phenyl)acetamide